FC(C(=O)O)(F)F.ClC1=C(C(=O)N2C[C@H](N(CC2)C2=C(C=C(C=C2)C2=C(C=CC=C2)OCC)CNCCO)CC)C=CC(=C1)C(F)(F)F 2-[({4-[(2R)-4-[2-chloro-4-(trifluoromethyl)benzoyl]-2-ethylpiperazin-1-yl]-2'-ethoxy-[1,1'-biphenyl]-3-yl}methyl)amino]ethan-1-ol trifluoroacetate